({1-[(2,6-dimethylcyclohexyl)formamido]ethyl}carbamoyl)propanoic acid CC1C(C(CCC1)C)C(=O)NC(C)NC(=O)C(C(=O)O)C